C(CCC)[Sn](C=1OCCOC1)(CCCC)CCCC tributyl-(5,6-dihydro-1,4-dioxin-2-yl)stannane